ClC1=CC=C(C=C1)C1=C(C(C(C1)=C)=O)C1=CC=CC=C1 3-(4-chlorophenyl)-5-methylene-2-phenylcyclopent-2-en-1-one